C(C)OC(=O)C1=C(SC=C1C1=C(C=C(C=C1)OC)OC)NC(=O)NCCCCN1CCCC1 4-(2,4-dimethoxyphenyl)-2-{3-[4-(pyrrolidin-1-yl)butyl]ureido}thiophene-3-carboxylic acid ethyl ester